FC(OC1=CC=C(C=C1)C1=NC2=C(N1CC1=C(OCCCCCC(=O)OCC)C=CC=C1)C=CC=C2)(F)F Ethyl 6-(2-((2-(4-(trifluoromethoxy)phenyl)-1H-benzo[d]imidazol-1-yl)methyl)phenoxy)hexanoate